COC(C1=CC(=CC(=C1)OCCO)Br)=O 3-bromo-5-(2-hydroxyethoxy)benzoic acid methyl ester